N-((S)-2-(dimethylamino)-1-phenylethyl)-6-methyl-2-((tetrahydro-2H-pyran-4-yl)amino)-5,8-dihydropyrido[3,4-d]pyrimidine-7(6H)-carboxamide CN(C[C@H](C1=CC=CC=C1)NC(=O)N1CC=2N=C(N=CC2CC1C)NC1CCOCC1)C